CC=1C(C=2CCCCC2C1)[Ti](C)(C)C 2-methyl-4,5,6,7-tetrahydroindenyl-trimethyl-titanium